N1N=CC=C1CNC(C1=CC=C(C=C1)[C@@H]1CC2(CC(C2)C#N)CCN1CC1=C2C=CNC2=C(C=C1OC)C)=O N-((1H-pyrazol-5-yl)methyl)-4-((2S,4r,6S)-2-cyano-7-((5-methoxy-7-methyl-1H-indol-4-yl)methyl)-7-azaspiro[3.5]nonan-6-yl)benzamide